BrC1=C(C=CC=C1)[C@H](C)N (S)-1-(2-bromophenyl)-ethylamine